C1=CC2=C(C=C1O)NC=C2C(=O)OC3[C@@H]([C@H]([C@@H]([C@H](O3)CO)O)O)O The molecule is an O-acyl carbohydrate obtained by formal condensation of the carboxy group of 6-hydroxyindole-3-carboxylic acid with the anomeric hydroxy group of D-glucose. It has a role as a metabolite. It is an indolyl carbohydrate, an O-acyl carbohydrate and a D-glucoside. It derives from an indole-3-carboxylic acid.